2-(methanesulfonamido)-4-(pentafluoro-lambda6-sulfanyl)benzoic acid CS(=O)(=O)NC1=C(C(=O)O)C=CC(=C1)S(F)(F)(F)(F)F